5-Ethyl-1-(2-fluorophenyl)-N-(quinolin-2-yl)-1H-1,2,3-triazole-4-carboxamide C(C)C1=C(N=NN1C1=C(C=CC=C1)F)C(=O)NC1=NC2=CC=CC=C2C=C1